6-chloro-N-(2-methoxyethyl)pyridin-2-amine ClC1=CC=CC(=N1)NCCOC